C(#N)C1=NN(C=C1)C(C)C 3-cyano-1-isopropylpyrazol